tetrahydrooxazole-2-thione O1C(NCC1)=S